3-(1-imidazolyl)propionic acid N1(C=NC=C1)CCC(=O)O